[(1S,2S)-1-methyl-2-(o-tolyl)propyl] (2S)-2-[(4-methoxy-3-propanoyloxy-pyridinecarbonyl)amino]propanoate COC1=C(C(=NC=C1)C(=O)N[C@H](C(=O)O[C@H]([C@@H](C)C1=C(C=CC=C1)C)C)C)OC(CC)=O